C1(CC1)C1=CC(=C(N1C1=CC=C(C#N)C=C1)C)C(CN1C2[C@@H](CC1CC2)O)=O (±)-4-(5-cyclopropyl-3-(2-((2R)-2-hydroxy-7-azabicyclo[2.2.1]heptan-7-yl)acetyl)-2-methyl-1H-pyrrol-1-yl)benzonitrile